2-amino-N-{2-methoxy-5-[1-(methylthio)ethyl]phenyl}-6-(methoxymethyl)nicotinamide NC1=C(C(=O)NC2=C(C=CC(=C2)C(C)SC)OC)C=CC(=N1)COC